(7R)-7-(trifluoromethyl)-4-azaspiro[2.5]octan-7-ol HCl salt Cl.FC([C@]1(CCNC2(CC2)C1)O)(F)F